di-tert-butyl-diazinon C(C)(C)(C)C(OP(=S)(OC(C)C(C)(C)C)OC1=NC(=NC(=C1)C)C(C)C)C